[Fe].[Zn].[Cu].[Co].[Ni] nickel cobalt copper zinc iron